[I-].ClC1=[N+](C=CC=C1)C 2-Chloro-1-methylpyridinium iodid